N-(3-(5-(2-chloropyrimidin-4-yl)-2-(3-(trifluoromethyl)bicyclo[1.1.1]pent-1-yl)thiazol-4-yl)-2-fluorophenyl)-2-fluoro-6-(trifluoromethyl)benzenesulfonamide ClC1=NC=CC(=N1)C1=C(N=C(S1)C12CC(C1)(C2)C(F)(F)F)C=2C(=C(C=CC2)NS(=O)(=O)C2=C(C=CC=C2C(F)(F)F)F)F